CC1=CC(=C(C=N1)OC[C@H]1OCC[C@@H]1O)C1=CC=2N(C=C1)N=C(C2)NC2=NN(C1=CC=CC=C21)C (2R,3S)-2-[[6-methyl-4-[2-[(1-methylindazol-3-yl)amino]pyrazolo[1,5-a]pyridin-5-yl]-3-pyridyl]oxymethyl]tetrahydrofuran-3-ol